FC1(CC2(C1)C[C@@H](N(CC2)CC2=C1C=CNC1=C(C=C2OC)C)C2=C(C=C(C(=O)O)C=C2)NC2COC2)F 4-[(6R)-2,2-difluoro-7-[(5-methoxy-7-methyl-1H-indol-4-yl)methyl]-7-azaspiro[3.5]nonan-6-yl]-3-(oxetan-3-ylamino)benzoic acid